6-(2-Chloro-6-fluorophenyl)-2-((4-(4-methylpiperazin-1-yl)-3-nitrophenyl)amino)-8,9-dihydroimidazo[1,2-a]pyrimido[5,4-e]pyrimidin-5(6H)-one ClC1=C(C(=CC=C1)F)N1C=2N(C3=C(C1=O)C=NC(=N3)NC3=CC(=C(C=C3)N3CCN(CC3)C)[N+](=O)[O-])CCN2